Acetylcholine dihydrogen citrate C(CC(O)(C(=O)[O-])CC(=O)O)(=O)O.C(C)(=O)OCC[N+](C)(C)C